1-azido-4-chlorobutane N(=[N+]=[N-])CCCCCl